NC1(CN(C1)C(C)=O)C(F)F 1-(3-amino-3-(difluoromethyl)azetidin-1-yl)ethanone